N,N'-diisopropylcarbonyl-diamide C(C)(C)[N-]C(=O)[N-]C(C)C